N=1SN=C2C1C=C(C(=C2)C2=CC=C(N(C1=CC=CC=C1)C1=CC=CC=C1)C=C2)C2=CC=C(N(C1=CC=CC=C1)C1=CC=CC=C1)C=C2 4,4'-(benzo[c][1,2,5]thiadiazole-5,6-diyl)bis(N,N-diphenylaniline)